1-(5-(difluoromethyl)-1,3,4-thiadiazol-2-yl)-4-((3R,5R)-3,5-dimethylpiperazin-1-yl)-N-(1-methylcyclopropyl)-1H-indazole-6-sulfonamide FC(C1=NN=C(S1)N1N=CC2=C(C=C(C=C12)S(=O)(=O)NC1(CC1)C)N1C[C@H](N[C@@H](C1)C)C)F